(1R,2S)-1-[4-[4-(dimethoxymethyl)-1-piperidyl]phenyl]-2-indan-4-yl-tetralin-6-ol COC(C1CCN(CC1)C1=CC=C(C=C1)[C@H]1[C@H](CCC2=CC(=CC=C12)O)C1=C2CCCC2=CC=C1)OC